tert-butyl 3-(3-fluoro-4-(7-((3-(4-fluoropiperidin-1-yl)propyl)carbamoyl)benzo[d]imidazo[2,1-b]thiazol-2-yl)phenyl)-3-hydroxypyrrolidine-1-carboxylate FC=1C=C(C=CC1C=1N=C2SC3=C(N2C1)C=CC(=C3)C(NCCCN3CCC(CC3)F)=O)C3(CN(CC3)C(=O)OC(C)(C)C)O